(S)-(2,7-Dimethyl-3-(1-methyl-3-(trifluoromethyl)-1H-pyrazol-5-yl)-2,4,5,7-tetrahydro-6H-pyrazolo[3,4-c]pyridin-6-yl)(2-fluoro-3-(trifluoromethoxy)phenyl)methanone CN1N=C2[C@@H](N(CCC2=C1C1=CC(=NN1C)C(F)(F)F)C(=O)C1=C(C(=CC=C1)OC(F)(F)F)F)C